N-[3-(5-chloro-1H-pyrrolo[2,3-b]pyridine-3-carbonyl)-2,4-difluoro-phenyl]-3-(methylamino)pyrrolidine-1-sulfonamide ClC=1C=C2C(=NC1)NC=C2C(=O)C=2C(=C(C=CC2F)NS(=O)(=O)N2CC(CC2)NC)F